5-bromo-6-methyl-2-trifluoromethanesulfonyloxynicotinic acid methyl ester COC(C1=C(N=C(C(=C1)Br)C)OS(=O)(=O)C(F)(F)F)=O